2-hydroxyethyl-bis(2-hydroxyethyl)urethane OCCC(OC(N(CCO)CCO)=O)C